FC1=C(C(=C(C=C1C1=NN(C2=NC(=NC=C21)N2C1(CC1)CN(CC2)S(=O)(=O)C)C)C(F)(F)F)F)O 2,6-Difluoro-3-(1-methyl-6-(7-(methylsulfonyl)-4,7-diazaspiro[2.5]octan-4-yl)-1H-pyrazolo[3,4-d]pyrimidin-3-yl)-5-(trifluoromethyl)phenol